O[C@H]1[C@H](O[C@@]2([C@@H]([C@H]1N1N=NC(=C1)C1=CC(=C(C(=C1)F)F)F)OC(C(=O)O)C)OCCCC2)CO 2-(((2R,3R,4S,5R,6S)-3-hydroxy-2-(hydroxymethyl)-4-(4-(3,4,5-trifluorophenyl)-1H-1,2,3-triazol-1-yl)-1,7-dioxaspiro[5.5]undecan-5-yl)oxy)propanoic acid